The molecule is an organochlorine compound that is urea in which the two hydrogens on one of the amino groups are replaced by nitroso and 2-chloroethyl groups and one hydrogen from the other amino group is replaced by a 4-methylcyclohexyl group. It has a role as an antineoplastic agent, a carcinogenic agent and an alkylating agent. It is an organochlorine compound and a member of N-nitrosoureas. CC1CCC(CC1)NC(=O)N(CCCl)N=O